ethyl-3-[5,7-difluoro-2-(4-fluorophenyl)-1H-indol-3-yl]-2,2-difluoro-propanamide C(C)C(C(C(=O)N)(F)F)C1=C(NC2=C(C=C(C=C12)F)F)C1=CC=C(C=C1)F